Pentamethylcyclopentadienyl-(1-phenethyl-benzo[f]indenyl)hafnium CC1=C(C(=C(C1([Hf]C=1CC=2C=C3C(=CC2C1CCC1=CC=CC=C1)C=CC=C3)C)C)C)C